C(#N)C1=C(C=C(C=N1)N1C(N(C(C1=O)(C)C)C1=CC(=C(OCCN2C[C@H](NCC2)C(F)(F)F)C=C1)C1CC1)=S)C(F)(F)F (S)-4-(2-(4-(3-(6-cyano-5-(trifluoromethyl)pyridin-3-yl)-5,5-dimethyl-4-oxo-2-thioxoimidazolidin-1-yl)-2-cyclopropylphenoxy)ethyl)-2-(trifluoromethyl)piperazine